(2-azetidin-1-yl-2-oxo-ethyl)-[(3R,5S)-5-methyl-1-(8-trifluoromethyl-quinolin-5-yl)-piperidin-3-yl]-tert-butyl carbamate C(N)(OC(C([C@@H]1CN(C[C@H](C1)C)C1=C2C=CC=NC2=C(C=C1)C(F)(F)F)CC(=O)N1CCC1)(C)C)=O